tert-Butyl(2-(methyl(4-methyl-3-((1-(naphthalen-1-yl)cyclopropyl)carbamoyl)phenyl)amino)ethyl)carbamate C(C)(C)(C)OC(NCCN(C1=CC(=C(C=C1)C)C(NC1(CC1)C1=CC=CC2=CC=CC=C12)=O)C)=O